P(=O)(OCCC)(OCCC)OC(C(F)(F)F)C(F)(F)F dipropyl hexafluoroisopropyl phosphate